O1CCN2C=C(C3=CC=CC1=C23)C(C(=O)N(C)C)=O (2,3-Dihydro-[1,4]oxazino[2,3,4-hi]indol-6-yl)-N,N-dimethylglyoxylamide